methyl 2-((1r,4r)-4-(4-(4,4,5,5-tetramethyl-1,3,2-dioxaborolan-2-yl)-1H-pyrazol-1-yl)cyclohexyl)acetate CC1(OB(OC1(C)C)C=1C=NN(C1)C1CCC(CC1)CC(=O)OC)C